6'-(5-(4-methylpiperazine-1-carbonyl)-1H-pyrrolo[2,3-b]pyridin-3-yl)spiro[cyclohexane-1,1'-isoindolin]-3'-one CN1CCN(CC1)C(=O)C=1C=C2C(=NC1)NC=C2C2=CC=C1C(NC3(C1=C2)CCCCC3)=O